(6-cyclopropylimidazo[1,2-a]pyridin-2-yl)methanol diformate C(=O)O.C(=O)O.C1(CC1)C=1C=CC=2N(C1)C=C(N2)CO